C(C)(C)N1N(C(=C(C1=O)NC(OCC1C2=CC=CC=C2C=2C=CC=CC12)=O)C)C (9H-fluoren-9-yl)methyl (2-isopropyl-1,5-dimethyl-3-oxo-2,3-dihydro-1H-pyrazol-4-yl)carbamate